Diethyl ((E)-2-((3aR,4R,6R,6aR)-6-methoxy-2,2-dimethyltetrahydrofuro[3,4-d][1,3]dioxol-4-yl)vinyl)phosphonate CO[C@@H]1O[C@@H]([C@@H]2[C@H]1OC(O2)(C)C)/C=C/P(OCC)(OCC)=O